1-(2-chlorophenyl)-5-fluoro-1H-indole ClC1=C(C=CC=C1)N1C=CC2=CC(=CC=C12)F